(R)-4-(2-Fluoro-pyridin-3-yl)-pyrrolidine FC1=NC=CC=C1[C@H]1CCNC1